C(C)(C)(C)OC(=O)N[C@@H]1[C@H](CN(CC1)C1=CN=C(C=N1)B(O)O)O (6-((3s,4s)-4-((tert-butoxycarbonyl)amino)-3-hydroxypiperidin-1-yl)pyrazin-3-yl)boronic acid